C(C1=CC=CC=C1)C1=NC(=NO1)C(=O)N(CC1CCN(CC1)CC)C1=CC=C(C=C1)[As](O)O (4-(5-benzyl-N-((1-ethylpiperidin-4-yl)methyl)-1,2,4-oxadiazole-3-carboxamido)phenyl)arsonous acid